C(C)(C)(C)O[C] tert-butoxycarbon